3-fluoro-2-methoxypyridine FC=1C(=NC=CC1)OC